tert-butyl-3-azaspiro[5.5]undecane-3-carboxylate C(C)(C)(C)OC(=O)N1CCC2(CC1)CCCCC2